BrC1=CC=C(C=C1)[C@H]1CNCCO1 (S)-2-(4-bromophenyl)morpholine